4-(2-hydrazinyl-8-(pyridin-4-yl)-9H-purin-6-yl)morpholine N(N)C1=NC(=C2N=C(NC2=N1)C1=CC=NC=C1)N1CCOCC1